1-(4-(Benzyloxy)phenyl)cyclopropanamine C(C1=CC=CC=C1)OC1=CC=C(C=C1)C1(CC1)N